FC1=CC=C(C=C1)C=1N=CN(C1CCCC1=C2C(=NC=C1)NC=C2)CC2OCCC2 4-(4-(4-fluorophenyl)-1-((tetrahydrofuran-2-yl)methyl)-1H-imidazol-5-yl)propan-yl-1H-pyrrolo[2,3-b]Pyridine